C(C)(C)(C)OC(CN(C1CC1)C(CBr)=O)=O N-(Bromoacetyl)-N-cyclopropylglycine tert-butyl ester